N1(CCC1)C1=C(C=C2C(=N1)N=C(S2)N2CCCCC2)[N+](=O)[O-] 5-(azetidin-1-yl)-6-nitro-2-(piperidin-1-yl)thiazolo[4,5-b]pyridine